tert-butyl 3-(1-((3-(2-((tert-butyldimethylsilyl)oxy)ethoxy)-5,7-dimethyladamantan-1-yl)methyl)-5-methyl-1H-pyrazol-4-yl)-6-(3,4-dihydro-2H-benzo[b][1,4]oxazin-6-yl)picolinate [Si](C)(C)(C(C)(C)C)OCCOC12CC3(CC(CC(C1)(C3)C)(C2)C)CN2N=CC(=C2C)C=2C(=NC(=CC2)C2=CC3=C(OCCN3)C=C2)C(=O)OC(C)(C)C